ClC=1C=CC=C2[C@H](CCOC12)NC(=O)NC=1N=C(SC1)C=1C=NN(C1)CC(C)NC(OC(C)(C)C)=O tert-butyl N-[2-[4-[4-[[(4S)-8-chlorochroman-4-yl]carbamoylamino]thiazol-2-yl]pyrazol-1-yl]-1-methyl-ethyl]carbamate